t-butylcarbonyl-(phenylsulfonyl)methane methyl-(1R,2S,5S)-3-[(2S)-2-(tert-butoxycarbonylamino)-3-(dimethylamino)propanoyl]-6,6-dimethyl-3-azabicyclo[3.1.0]hexane-2-carboxylate COC(=O)[C@@H]1[C@H]2C([C@H]2CN1C([C@H](CN(C)C)NC(=O)OC(C)(C)C)=O)(C)C.C(C)(C)(C)C(=O)CS(=O)(=O)C1=CC=CC=C1